CCCCCCCCCCCC(=O)N[C@@H](CCCN=C(N)N)C(=O)OCC ethyl lauroyl arginate